FC=1C=2N(C=C(C1)NC(=O)C1=CC=C(C3=CN(N=C13)CC1=CC=NC=C1)N1CCN(CC1)C(=O)OC(C)(C)C)C=C(N2)C tertbutyl 4-[7-({8-fluoro-2-methylimidazo[1,2-a]pyridin-6-yl} carbamoyl)-2-(pyridin-4-ylmethyl)indazol-4-yl]piperazine-1-carboxylate